FC(C1=C(CBr)C=CC(=C1)C(F)(F)F)(F)F 2,4-bis(trifluoromethyl)benzyl bromide